CC(C)(CCC)C 2,2-Dimethylpentane